BrCC1=NOC(=C1)C(=O)OC Methyl 3-(bromomethyl)isoxazole-5-carboxylate